BrC1=CC=CC=2C=3N(C(=NC12)NC=1C(N=CC=NC1)=O)N=C(N3)C3=CC=C(C=C3)F (6R)-6-{[7-bromo-2-(4-fluorophenyl)[1,2,4]triazolo[1,5-c]quinazolin-5-yl]amino}-1,4-diazepin-5-one